(2S)-2-[ethyl(9H-fluoren-9-ylmethoxycarbonyl)amino]-4-methylpentanoic acid C(C)N([C@H](C(=O)O)CC(C)C)C(=O)OCC1C2=CC=CC=C2C=2C=CC=CC12